5-amino-3-((2,5-dimethoxy-4-((4-sulfophenyl)diazenyl)phenyl)diazenyl)-4-hydroxynaphthalene-2,7-disulfonic acid NC1=C2C(=C(C(=CC2=CC(=C1)S(=O)(=O)O)S(=O)(=O)O)N=NC1=C(C=C(C(=C1)OC)N=NC1=CC=C(C=C1)S(=O)(=O)O)OC)O